NC1=CC=2C(NCCCC2N=C1)=O 3-amino-6,7,8,9-tetrahydro-5H-pyrido[3,2-c]azepin-5-one